CC1(CN(C2=CC=CC=C12)C(=O)C=1C=C2CN(C(C2=CC1)=O)C1C(NC(CC1)=O)=O)C 3-(5-(3,3-dimethylindoline-1-carbonyl)-1-oxoisoindolin-2-yl)piperidine-2,6-dione